[S-2].[Ca+2].[La+3] lanthanum calcium sulfide